[I-].O(C)C1=CC=C(CC[NH3+])C=C1 4-methoxylphenethylammonium iodide